C(#N)C1=CC=C(COC2=CC=CC(=N2)C2=CC(=C(CC3=NC4=C(N3[C@@H]3COC[C@@H]3COC)C=C(C=C4)C(=O)O)C=C2F)F)C=C1 2-(4-(6-((4-cyanobenzyl)oxy)pyridin-2-yl)-2,5-difluorobenzyl)-1-((3S,4S)-4-(methoxymethyl)tetrahydrofuran-3-yl)-1H-benzo[d]imidazole-6-carboxylic acid